3-methoxybutyl β-mercaptopropionate SCCC(=O)OCCC(C)OC